ClC1=CC=C(OC2=C(C=C(C=C2F)S(=O)(=O)N2C3(CN(CC2CC3)C(=O)OC(C)(C)C)C(=O)OCC)F)C=C1 3-(tert-butyl) 1-ethyl 8-((4-(4-chlorophenoxy)-3,5-difluoro-phenyl)sulfonyl)-3,8-diazabicyclo[3.2.1]octane-1,3-dicarboxylate